tert-Butyl 2-(3-carbamoyl-1'-cyclopropyl-1H,1'H-[4,4'-bipyrazol]-1-yl)acetate C(N)(=O)C1=NN(C=C1C=1C=NN(C1)C1CC1)CC(=O)OC(C)(C)C